6-(1-methyl-1H-pyrazol-3-yl)-2-(4-(4-methyl-4H-1,2,4-triazol-3-yl)piperidin-1-yl)-3-(6-methylpyridazin-4-yl)benzonitrile CN1N=C(C=C1)C1=CC=C(C(=C1C#N)N1CCC(CC1)C1=NN=CN1C)C1=CN=NC(=C1)C